methyl (2S)-5-[2-[2-(difluoromethoxy)-5-fluorophenyl]-2-hydroxyacetamido]-6-[[(1R,3R)-3-(methoxycarbonyl) cyclohexyl] amino]-2-methyl-1,2,3,4-tetrahydroquinoline-1-carboxylate FC(OC1=C(C=C(C=C1)F)C(C(=O)NC1=C2CC[C@@H](N(C2=CC=C1N[C@H]1C[C@@H](CCC1)C(=O)OC)C(=O)OC)C)O)F